C(=O)[O-].[Ca+2].C(=O)[O-] calcium formate salt